C(C)(C)N1N=CN=C1C1=CC=CC(=N1)N 6-(2-isopropyl-1,2,4-triazol-3-yl)pyridin-2-amine